5-(2,4-dichlorophenoxy)-N-((4,5-dichlorothiophen-2-yl)sulfonyl)-1H-indole-2-carboxamide ClC1=C(OC=2C=C3C=C(NC3=CC2)C(=O)NS(=O)(=O)C=2SC(=C(C2)Cl)Cl)C=CC(=C1)Cl